C(=O)O.OC1=CC=CC=2N(C(=NC21)C)CC2=CC=C(C=C2)B(O)O 4-((4-hydroxy-2-methyl-1,3-benzodiazol-1-yl)methyl)phenylboronic acid formate